bis{di(trimethylsilyl)amino}ethylvinylsilane C[Si](C)(C)N([Si](C)(C)C)C(CC=C[SiH3])N([Si](C)(C)C)[Si](C)(C)C